2-aminoadenosine 5'-triphosphate P(O)(=O)(OP(=O)(O)OP(=O)(O)O)OC[C@@H]1[C@H]([C@H]([C@@H](O1)N1C=NC=2C(N)=NC(=NC12)N)O)O